C1(CC1)N1[C@@H](CN[C@H](C1)C1=CC=CC=C1)C |r| N-rac-(2R,5S)-1-cyclopropyl-2-methyl-5-phenyl-piperazine